Iron (II) oxide [O-2].[Fe+2]